FC(C=1C=NC(=NC1)N1CCNCC1)(C1=CC=C(C=C1)F)F 5-(difluoro(4-fluorophenyl)methyl)-2-(piperazin-1-yl)pyrimidine